C(C)(C)(C)OC(=O)N1CC=C(CC1)C1=C(C=C(C=C1)F)C(F)(F)F 4-(4-fluoro-2-(trifluoromethyl)phenyl)-5,6-dihydropyridine-1(2H)-carboxylic acid tert-butyl ester